C1(=CC=CC=C1)C=1OC2=C(C1C1=CC=CC=C1)C=CC=C2O 2,3-diphenylbenzofuran-7-ol